CC=1C=C(C[C@H]2NC(=NOC2)C2=C(N=NC=C2OC2=CC(=CC=C2)C(F)(F)F)C)C=CC1C |r| (5RS)-5-(3,4-dimethylbenzyl)-3-{3-methyl-5-[3-(trifluoromethyl)phenoxy]pyridazin-4-yl}-5,6-dihydro-4H-1,2,4-oxadiazine